N1CC(C1)C=1N=C(C2=C(N1)SC(=C2)C)NCCCC2=CC=C(C=C2)C2=CC=C(C=C2)OC(F)(F)F 2-(azetidin-3-yl)-6-methyl-N-(3-(4'-(trifluoromethoxy)-[1,1'-biphenyl]-4-yl)propyl)thieno[2,3-d]pyrimidin-4-amine